ClC1=C(C(=C(C=N1)C(=O)O)NC1=C(C=C(C=C1)I)F)F 6-chloro-5-fluoro-4-(2-fluoro-4-iodoanilino)pyridine-3-carboxylic acid